FC1=CC=CC2=C1NC(=N2)C2=NNC1=CC=C(C=C21)C(=O)O 3-(7-fluoro-1H-benzo[d]imidazol-2-yl)-1H-indazole-5-carboxylic acid